Methyl (R)-1-((6-(3-methylmorpholino)-2-(1H-pyrrolo[2,3-b]-pyridin-4-yl)pyrimidin-4-yl)imino)-1λ6-thiomorpholine-4-carboxylate 1-oxide C[C@@H]1COCCN1C1=CC(=NC(=N1)C1=C2C(=NC=C1)NC=C2)N=S2(CCN(CC2)C(=O)OC)=O